ClC=1C=C(OCC[C@H](C(=O)O)C)C=CC1C=1N(C2=NC=NC(=C2N1)OC1(CC1)C)CC1=C(C=CC(=C1)C)C |r| (racemic)-4-(3-chloro-4-(9-(2,5-dimethylbenzyl)-6-(1-methylcyclopropoxy)-9H-purin-8-yl)phenoxy)-2-methylbutanoic acid